1-methyl-4-(2-trifluoromethylbenzyl)piperazine CN1CCN(CC1)CC1=C(C=CC=C1)C(F)(F)F